2-hydroxyethyl (3-ethyl-3-oxetanyl) ether C(C)C1(COC1)OCCO